FC1=CC=C(C=C1)C1=NC2=C(C=C(C=C2C(N1C)=O)C)[C@H](C)NC1=C(C(=O)O)C=CC=C1 (S)-2-((1-(2-(4-fluorophenyl)-3,6-dimethyl-4-oxo-3,4-dihydroquinazolin-8-yl)ethyl)amino)benzoic acid